(16S)-11,16-dimethyl-19-[5-[(4-methylpiperazin-1-yl)methyl]thiazol-2-yl]-13-oxa-2,6,10,11,17,18,22,25-octaazapentacyclo[15.5.2.13,7.08,12.020,24]pentacosan CN1NCC2C3NCCC(NC4NCC5C(NN([C@H](CCOC12)C)C5C4)C=4SC(=CN4)CN4CCN(CC4)C)N3